1-(1-Methyl-1H-pyrazol-5-yl)indol-2-one CN1N=CC=C1N1C(CC2=CC=CC=C12)=O